niobium penta-pentanol C(CCCC)O.C(CCCC)O.C(CCCC)O.C(CCCC)O.C(CCCC)O.[Nb]